ClC1=NC(=C2N=C(N(C2=N1)C1=CC=CC=C1)C)NN 2-chloro-6-hydrazinyl-8-methyl-9-phenyl-9H-purine